FC1=CC=C(C=C1)N1CCC(CC1)NC(OCCC1CCN(CC1)CC1=CC=CC=C1)=O 2-(1-benzylpiperidin-4-yl)ethyl N-[1-(4-fluorophenyl)piperidin-4-yl]carbamate